O1C(OCC1)C1=CC(=C(OCC2=C(C=C(C=C2)O)C(F)(F)F)C=C1)OC 4-[4-(1,3-dioxolan-2-yl)-2-methoxyphenoxymethyl]-3-(trifluoromethyl)phenol